3-(7-Ethyl-5,6,7,8-tetrahydroimidazo[1,2-a]pyrazin-3-yl)-3-(5-(2-(5,6,7,8-tetrahydro-1,8-naphthyridin-2-yl)ethoxy)-1H-indazol-1-yl)propanoic acid C(C)N1CC=2N(CC1)C(=CN2)C(CC(=O)O)N2N=CC1=CC(=CC=C21)OCCC2=NC=1NCCCC1C=C2